C(C)(C)(C)C1=CC(=CC(=C1O)C(C)(C)C)C 2,6-di-T-butyl-p-cresol